1H-indazole-6-carboxylic acid methyl ester COC(=O)C1=CC=C2C=NNC2=C1